C(C)(C)(C)C1=CC=C(CN2C=CC3=C(C=CC(=C23)C(=O)NC2CC3(CCC3)C2)C#N)C=C1 (Sa)-6-(1-(4-(tert-butyl)benzyl)-4-cyano-1H-indole-7-carboxamido)spiro[3.3]heptane